BrC1=CC(=C(C=C1C)N1C(C2=C(CC1)C=NN2C)=O)F 6-(4-bromo-2-fluoro-5-methylphenyl)-1-methyl-1,4,5,6-tetrahydro-7H-pyrazolo[3,4-c]pyridin-7-one